(7-ethyl-2-(methylthio)-8-oxo-7,8-dihydro-9H-purin-9-yl)cyclobutane-1-carbonitrile C(C)N1C(N(C2=NC(=NC=C12)SC)C1(CCC1)C#N)=O